N-[3-chloro-4-[4-(piperidine-4-carbonyl)piperazine-1-carbonyl]phenyl]-5-[3-fluoro-4-[1-(2-methoxyethyl)-5-methyl-pyrazol-4-yl]-2-methyl-phenyl]-1-methyl-imidazole-2-carboxamide ClC=1C=C(C=CC1C(=O)N1CCN(CC1)C(=O)C1CCNCC1)NC(=O)C=1N(C(=CN1)C1=C(C(=C(C=C1)C=1C=NN(C1C)CCOC)F)C)C